C1(=CC=C(C=C1)[Al])C p-tolylaluminium